C(C)C=1C(=C(N=NC1CC)OC=1C=NN(C1)C)C(=N)NO 5,6-Diethyl-N-hydroxy-3-[(1-methyl-1H-pyrazol-4-yl)oxy]pyridazine-4-carboxamidine